5-(2-(4-(4-(3-((3-cyanothiophen-2-yl)ethynyl)phenyl)-3-hydroxybutyl)-2-oxo-1,3,4-thiadiazin-3-yl)ethyl)thiophene-2-carboxylic acid C(#N)C1=C(SC=C1)C#CC=1C=C(C=CC1)CC(CCN1N(C(SC=C1)=O)CCC1=CC=C(S1)C(=O)O)O